C1(CCCCC1)N1C(C=CC1=O)=O N-Cyclohexyl-maleimid